O=C1NC(CCC1N1C(C2=CC=C(C=C2C1=O)C1(CCN(CC1)CC=1C=C2C=CNC2=CC1)O)=O)=O 2-(2,6-dioxopiperidin-3-yl)-5-{4-hydroxy-1-[(1H-indol-5-yl)methyl]piperidin-4-yl}-2,3-dihydro-1H-isoindole-1,3-dione